1-(3-((4,4-bis(((Z)-oct-5-en-1-yl)oxy)butanoyl)oxy)-2-(((4-(((2-(pyrrolidin-1-yl)ethyl) carbamoyl)oxy)nonanoyl)oxy)methyl)propyl) 7-(pentadeca-1,14-dien-8-yl) heptanedioate C(CCCCCC(=O)OC(CCCCCC=C)CCCCCC=C)(=O)OCC(COC(CCC(OCCCC\C=C/CC)OCCCC\C=C/CC)=O)COC(CCC(CCCCC)OC(NCCN1CCCC1)=O)=O